OCCN1C[C@@H](CCC1)NC=1N=NC(=CN1)C1=C(C=C(C=C1C)C(F)(F)F)O (R)-2-(3-((1-(2-Hydroxyethyl)piperidin-3-yl)amino)-1,2,4-triazin-6-yl)-3-methyl-5-(Trifluoromethyl)phenol